O[C@H]1[C@@H](O[C@@H]([C@H]1O)CO)[N+]1=CC(=CC=C1)C(=O)[O-] 1-((2R,3R,4S,5R)-3,4-dihydroxy-5-(hydroxymethyl)tetrahydrofuran-2-yl)pyridin-1-ium-3-carboxylate